C(#C)C=1C=C(C(=O)NC2=CC(=C(C=C2)CN2CCN(CC2)C)C(F)(F)F)C=CC1OC 3-ethynyl-4-methoxy-N-(4-((4-methylpiperazin-1-yl)methyl)-3-(trifluoromethyl)phenyl)benzamide